N-(4'-((6-(difluoromethoxy)pyrazin-2-yl)amino)-5-(methoxymethyl)-[2,3'-bipyridyl]-6'-yl)acetamide tert-butyl-3-hydroxy-4,4-dimethoxy-piperidine-1-carboxylate C(C)(C)(C)OC(=O)N1CC(C(CC1)(OC)OC)O.FC(OC1=CN=CC(=N1)NC1=C(C=NC(=C1)NC(C)=O)C1=NC=C(C=C1)COC)F